BrC(CCCCCCCC(N)Br)N 1,9-dibromononylenediamine